N-tert-butyl-4-[(2-quinoxalin-6-ylacetoacetyl)amino]pyridine-2-carboxamide C(C)(C)(C)NC(=O)C1=NC=CC(=C1)NC(C(C(=O)C)C=1C=C2N=CC=NC2=CC1)=O